COCC[C@@H]([C@H](CC=C)C)S(=O)(=O)N(CC1=CC=C(C=C1)OC)CC1=CC=C(C=C1)OC (3S,4S)-1-METHOXY-N,N-BIS(4-METHOXYBENZYL)-4-METHYLHEPT-6-ENE-3-SULFONAMIDE